[(3aS,7aS)-3a-(3,4-dimethoxyphenyl)-1-methyl-3,4,5,7a-tetrahydro-2H-indol-6-yl]N,N-dimethylcarbamate COC=1C=C(C=CC1OC)[C@@]12CCN([C@H]2C=C(CC1)OC(N(C)C)=O)C